4-methoxy-phenyl methyl carbonate C(OC1=CC=C(C=C1)OC)(OC)=O